OCC1CC(N(C1)CC1=CC=C(C=C1)OC)=O 4-(Hydroxymethyl)-1-(4-methoxybenzyl)pyrrolidin-2-one